N-((3S,4S)-3-(4-chlorophenyl)-4-fluoropyrrolidin-3-yl)-4-(trifluoromethoxy)benzenesulfonamide ClC1=CC=C(C=C1)[C@@]1(CNC[C@@H]1F)NS(=O)(=O)C1=CC=C(C=C1)OC(F)(F)F